4-nitrophenyl 5-((dichlorophosphoryl)difluoromethyl)benzo[b]thiophene-2-carboxylate ClP(=O)(Cl)C(C1=CC2=C(SC(=C2)C(=O)OC2=CC=C(C=C2)[N+](=O)[O-])C=C1)(F)F